Ethyl-(2-cyano-2-(2-(3,5-dichloro-4-((2-methyl-2H-indazol-5-yl) oxy) phenyl) hydrazono) acetyl) carbamate C(N)(OC(C(=NN(C1=CC(=C(C(=C1)Cl)OC1=CC2=CN(N=C2C=C1)C)Cl)CC)C#N)=O)=O